OC1(CC(C1)C(=O)N1CC2(C1)C[C@@H](CC2)C2=NN1C(C=CC=C1)=C2)C |r| (rac)-((1s,3s)-3-hydroxy-3-methylcyclobutyl)(6-(pyrazolo[1,5-a]pyridin-2-yl)-2-azaspiro[3.4]oct-2-yl)methanone